(1s,2s,5r)-N-(4-(cyanomethyl)phenyl)-2-isopropyl-5-methylcyclohexanecarboxamide C(#N)CC1=CC=C(C=C1)NC(=O)[C@@H]1[C@@H](CC[C@H](C1)C)C(C)C